C1=C(C=C2CCC3=CC(=CC=4CCC1=C2C34)C(=O)O)C(=O)O 4,5,9,10-tetrahydro-2,7-pyrenedicarboxylic acid